C(CCC)C=1OC2=C(C1C(=O)C1=CC(=C(C(=C1)I)OCCN(CC)CC)I)C=CC=C2 (2-butyl-3-benzofuranyl)[4-[2-(diethylamino)ethoxy]-3,5-diiodophenyl]methanone